C1(CC1)CNC1=NC(N(C2=CC(=C(C=C12)C#N)OC(F)(F)F)C1=C(C=CC=C1)C)=O 4-((cyclopropylmethyl)amino)-2-oxo-1-(o-tolyl)-7-(trifluoromethoxy)-1,2-dihydroquinazoline-6-carbonitrile